BrC1=CC=2N(C=C1)C1=C(N2)C=C(C(=C1)F)Br 3,7-dibromo-8-fluorobenzo[4,5]imidazo[1,2-a]pyridine